C(C1=CC=CC=C1)(=O)OC[C@H]1O[C@H]([C@H]([C@H]([C@@H]1OC(C1=CC=CC=C1)=O)OC(C1=CC=CC=C1)=O)C(F)(F)F)O[C@H]1[C@@H](CC[C@H](C1)C)C(C)C (2R,3S,4R,5S,6R)-2-(benzoyloxymethyl)-3,4-bis(benzoyloxy)-5-(trifluoromethyl)-6-(((1R,2S,5R)-2-isopropyl-5-methylcyclohexyl)oxy)tetrahydropyran